(R)-N-(1-(3,5-bis(1-methyl-1H-pyrazol-4-yl)phenyl)ethyl)-6-(2-(dimethylamino)-ethoxy)-3-methylpicolinamide CN1N=CC(=C1)C=1C=C(C=C(C1)C=1C=NN(C1)C)[C@@H](C)NC(C1=NC(=CC=C1C)OCCN(C)C)=O